CC1CCC(=NC1)C=1C=C2CNC(C2=CC1)=O 5-(5-methyl-3,4,5,6-tetrahydropyridin-2-yl)Isoindolin-1-one